C1(=CC=C(C=C1)C1=C(C(=O)N)C=CC=C1)C 2-p-tolylbenzamide